(cis)-3-(5-(1-(4-(6-(3-chloro-6-(difluoromethyl)-2-fluorophenyl)pyrazine-2-carboxamido)-1H-pyrazol-1-yl)ethyl)pyrimidin-2-yl)-3-azabicyclo[3.1.0]hexane-2-carboxylic acid ClC=1C(=C(C(=CC1)C(F)F)C1=CN=CC(=N1)C(=O)NC=1C=NN(C1)C(C)C=1C=NC(=NC1)N1C(C2CC2C1)C(=O)O)F